2-chloro-3-fluoro-5-(trifluoromethyl)pyridine ClC1=NC=C(C=C1F)C(F)(F)F